1-(2-Hydroxy-3-methyl-4-((5-(3-(5-thioxo-4,5-dihydro-1,2,4-oxadiazol-3-yl)phenyl)pyrazin-2-yl)methoxy)phenyl)-3,3-dimethylbutan-1-one OC1=C(C=CC(=C1C)OCC1=NC=C(N=C1)C1=CC(=CC=C1)C1=NOC(N1)=S)C(CC(C)(C)C)=O